C(#N)[C@@H](C[C@@H]1C(NCCC1)=O)NC(=O)[C@H]1N(C[C@@H]2[C@H]1CC(C2)(F)F)C(=O)C=2NC1=C(C(=CC(=C1C2)F)C)F (1S,3aS,6aR)-N-((R)-1-cyano-2-((R)-2-oxopiperidin-3-yl)ethyl)-2-(4,7-difluoro-6-methyl-1H-indole-2-carbonyl)-5,5-difluorooctahydrocyclopenta[c]pyrrole-1-carboxamide